(S)-2-((6-bromoquinazolin-4-yl)amino)-N-cyclopentylpropionamide BrC=1C=C2C(=NC=NC2=CC1)N[C@H](C(=O)NC1CCCC1)C